N-(2,6-bis(benzyloxy)pyridin-3-yl)-6-methyl-5-(1,4-dioxa-8-azaspiro[4.5]decan-8-yl)pyridin-2-amine C(C1=CC=CC=C1)OC1=NC(=CC=C1NC1=NC(=C(C=C1)N1CCC2(OCCO2)CC1)C)OCC1=CC=CC=C1